3'-Fluoropropiophenone FC=1C=C(C=CC1)C(CC)=O